N-(6-(3-chloro-6-fluoro-2-(hydroxymethyl)phenyl)imidazo[1,2-a]pyridin-2-yl)-2-fluorocyclopropane-1-carboxamide ClC=1C(=C(C(=CC1)F)C=1C=CC=2N(C1)C=C(N2)NC(=O)C2C(C2)F)CO